COCC12CC(CC(N1C(=O)C1=NC=CC=C1)C2)C (trans-1-(methoxymethyl)-3-methyl-6-azabicyclo[3.1.1]heptan-6-yl)(pyridin-2-yl)methanone